cobalt-copper [Cu].[Co]